(2-(phenylamino)-1H-imidazol-4-yl)(3,4,5-trimethoxyphenyl)methanone gallium [Ga].C1(=CC=CC=C1)NC=1NC=C(N1)C(=O)C1=CC(=C(C(=C1)OC)OC)OC